1-{[7-bromo-4-({4-[(4-fluorophenyl)carbonyl]piperazinyl}methyl)(2-quinolyl)]amino}-3,4-dimethylazoline-2,5-dione BrC1=CC=C2C(=CC(=NC2=C1)NN1C(C(=C(C1=O)C)C)=O)CN1CCN(CC1)C(=O)C1=CC=C(C=C1)F